2,3-difluoro-5-{6-[methyl-(7H-pyrrolo[2,3-d]pyrimidin-4-yl)-amino]-2-aza-spiro[3.3]heptane-2-carbonyl}-benzonitrile FC1=C(C#N)C=C(C=C1F)C(=O)N1CC2(C1)CC(C2)N(C=2C1=C(N=CN2)NC=C1)C